COC=1C=C(CN2[C@H](CN(C3=C(C2)C=CC(=C3)C3=CC(=NC=C3)N)C)C)C=CC1 (S)-4-(3-methoxybenzyl)-1,3-dimethyl-8-(2-aminopyridin-4-yl)-3,4-dihydro-1H-benzo[e][1,4]diazepine